BrC=1C=C2C=C(C=NC2=CC1)NC1=NC(=NC=C1)NC1=CC(=C(C=C1)OC1CC(C1)N(C)C)OC 4-(6-bromo-3-quinolylamino)-2-{3-methoxy-4-[(1r,3r)-3-(dimethylamino)cyclobutoxy]phenylamino}pyrimidine